O1CCN(CC1)C=1C(=NC=C(C1)C(F)(F)F)C(=O)O 3-morpholino-5-(trifluoromethyl)picolinic acid